C(C)N1C=C(C=C1C1=CC=CC=C1)C(=O)OC methyl 1-ethyl-5-phenyl-1H-pyrrole-3-carboxylate